zinc chloro-methyl-picolinate ClC1=C(C(=NC=C1)C(=O)[O-])C.[Zn+2].ClC1=C(C(=NC=C1)C(=O)[O-])C